CC1=CC=C(C=C1)S(=O)(=O)OC1CCC(CC1)NC(=O)OC(C)(C)C [4-(tert-butoxycarbonylamino) cyclohexyl] 4-methylbenzenesulfonate